2-cyclopentyl-N-[2-(4-methylpiperazin-1-yl)-5-nitrophenyl]acetamide C1(CCCC1)CC(=O)NC1=C(C=CC(=C1)[N+](=O)[O-])N1CCN(CC1)C